benzyl (1-(2-chloropyrimidin-4-yl)cyclopentyl)carbamate ClC1=NC=CC(=N1)C1(CCCC1)NC(OCC1=CC=CC=C1)=O